ClC1=CC=C(C=C1)CC1C(C(CC1)C(C)C)(O)CN1N=CN=C1 2-[(4-chlorophenyl)methyl]-5-(1-methylethyl)-1-(1H-1,2,4-triazol-1-ylmethyl)cyclopentanol